O1N=C(C2C1COC2)C=2C=NC=C(C(=O)O)C2 5-(3a,4,6,6a-tetrahydrofuro[3,4-d]isoxazol-3-yl)nicotinic acid